ON\C(=N/[H])\C(=O)OCC ethyl [(Z)-N-hydroxycarbamimidoyl]carboxylate